4-(4-cyano-4-phenylcyclohexyl)-6-fluoro-1,4-diazepan-1-carboxylic acid ethyl ester C(C)OC(=O)N1CCN(CC(C1)F)C1CCC(CC1)(C1=CC=CC=C1)C#N